2-amino-3-(4-(trifluoromethyl)phenyl)propanoic acid NC(C(=O)O)CC1=CC=C(C=C1)C(F)(F)F